4-{4'-[2-((2R,6S)-4-acetyl-2,6-dimethylpiperazin-1-yl)ethoxy]-3-methoxy-[1,1'-biphenyl]-4-yl}-6-methyl-1-tosyl-1H-pyrrolo[2,3-c]pyridin-7(6H)-one C(C)(=O)N1C[C@H](N([C@H](C1)C)CCOC1=CC=C(C=C1)C1=CC(=C(C=C1)C=1C2=C(C(N(C1)C)=O)N(C=C2)S(=O)(=O)C2=CC=C(C)C=C2)OC)C